Cl.C12CN(CC(CC1)N2)C=2C1=C(N=CN2)N(C(=C1)I)S(=O)(=O)C1=CC=C(C)C=C1 4-(3,8-diazabicyclo[3.2.1]octan-3-yl)-6-iodo-7-tosyl-7H-pyrrolo[2,3-d]pyrimidine hydrochloride